5-(5-chloro-3-fluoro-2-pyridinyl)-4-methyl-pyridine-3-carbaldehyde ClC=1C=C(C(=NC1)C=1C(=C(C=NC1)C=O)C)F